CC=1SC=2N3C(=NN=C3[C@@H](N=C(C2C1C)C1=CC=C(C=C1)C#CCN1CCNCC1)CC(=O)O)C 2-[(9S)-4,5,13-trimethyl-7-[4-(3-piperazin-1-ylprop-1-ynyl)phenyl]-3-thia-1,8,11,12-tetrazatricyclo[8.3.0.02,6]trideca-2(6),4,7,10,12-pentaen-9-yl]acetic acid